OC1[C@@H](O)[C@@H](O)[C@H](O)[C@H](O1)[C@H](O)CO D-glycero-D-manno-heptopyranose